(S)-6-(tert-butyl)-3-hydroxy-2-(hydroxymethyl)-10-oxo-6,10-dihydro-5H-pyrido[1,2-h][1,7]Naphthyridine-9-carboxylic acid ethyl ester C(C)OC(=O)C=1C(C=C2N([C@@H](CC=3C=C(C(=NC23)CO)O)C(C)(C)C)C1)=O